Cl.C(#N)C=1C=C(C=CC1OC(C)C)C1=NC(=NO1)C1=CC=C(C2=CC=CC=C12)CN[C@@H](C)C(=O)O ((4-(5-(3-cyano-4-isopropoxyphenyl)-1,2,4-oxadiazol-3-yl)naphthalen-1-yl)methyl)alanine hydrochloride